N1C=NC2=C1C=CC(=C2)N2C(NCC2C2=C(C=C(C=C2)C2=CSC(=C2)C(F)(F)F)F)=O 1-(1H-Benzimidazol-5-yl)-5-{2-fluoro-4-[5-(trifluoromethyl)thiophen-3-yl]phenyl}-imidazolidin-2-one